NCCOCCNC(C1=C(C=C(C=C1)NC=1C=2N(C=CN1)C(=CN2)C=2C(=NN(C2)CC(F)F)C(F)(F)F)F)=O N-(2-(2-aminoethoxy)ethyl)-4-((3-(1-(2,2-difluoroethyl)-3-(trifluoromethyl)-1H-pyrazol-4-yl)imidazo[1,2-a]pyrazin-8-yl)amino)-2-fluorobenzamide